[Rb+].CC(C(=O)[O-])=C 2-methylprop-2-enoic acid rubidium salt